CC=1C(=C(C(=O)OC2=NC3=C(N2CCN2C(=NC4=C2C=CC(=C4OC)C(N)=O)OC(C4=C(C(=CC=C4)C)Br)=O)C=CC(=C3OC)C(N)=O)C=CC1)Br 6'-(ethane-1,2-diylbis(5-carbamoyl-4-methoxy-1H-benzo[d]imidazole-1,2-diyl)) bis(methyl 2-bromobenzoate)